3-(2-((3-(4-fluorophenyl)-5-methylisoxazol-4-yl)methoxy)-7,8-dihydro-1,6-naphthyridin-6(5H)-yl)azetidine-1-carboxylic acid tert-butyl ester C(C)(C)(C)OC(=O)N1CC(C1)N1CC=2C=CC(=NC2CC1)OCC=1C(=NOC1C)C1=CC=C(C=C1)F